[Br-].NC(CCC[Zn+])=O (4-amino-4-oxobutyl)zinc (II) bromide